FC1=C(CC=2NC(=NN2)C(=O)NC2=NC=CC(=C2)C2=C(C=CC(=C2)OCCOC(C)(C)C)Cl)C=CC=C1 5-(2-Fluorobenzyl)-N-(4-(5-(2-(tert-butoxy)ethoxy)-2-chlorophenyl)pyridin-2-yl)-4H-1,2,4-triazole-3-carboxamide